N-(2-(4-((S)-3-(dimethylamino)pyrrolidine-1-yl)piperidine-1-yl)-4-methoxy-5-((6-((R)-3-phenylisoxazolidine-2-yl)pyrimidine-4-yl)amino)phenyl)acrylamide CN([C@@H]1CN(CC1)C1CCN(CC1)C1=C(C=C(C(=C1)OC)NC1=NC=NC(=C1)N1OCC[C@@H]1C1=CC=CC=C1)NC(C=C)=O)C